11H-benzo[a]-carbazole-3-carboxamide C1=CC(=CC=2C1=C1NC3=CC=CC=C3C1=CC2)C(=O)N